CC1=CC(CC(C1/C=C/C(=O)C)(C)C)O 3-hydroxy-α-ionone